C(C(=O)O)(=O)O.N1CCC(CC1)CC(=O)OC(C)(C)C tert-butyl 4-piperidineacetate oxalate